benzyl (R)-7-(3-(3-(methoxymethoxy)-5-(1H-1,2,3-triazol-1-yl)pyridin-2-yl)-7H-pyrrolo[2,3-c]pyridazin-7-yl)-4-azaspiro[2.5]octane-4-carboxylate COCOC=1C(=NC=C(C1)N1N=NC=C1)C1=CC2=C(N=N1)N(C=C2)[C@@H]2CCN(C1(CC1)C2)C(=O)OCC2=CC=CC=C2